(S)-2-fluoro-4-(6-(2-fluoro-3-hydroxyphenyl)-2-((pyrrolidin-3-ylmethyl)amino)quinazolin-4-yl)benzonitrile FC1=C(C#N)C=CC(=C1)C1=NC(=NC2=CC=C(C=C12)C1=C(C(=CC=C1)O)F)NC[C@@H]1CNCC1